CC1=C(C=CC=C1OCCCN1CC2(CCOC2)CCC1)C1=C(C(=CC=C1)C=1SC2=C(CN(CC2)C)N1)C 7-(3-((2,2'-dimethyl-3'-(5-methyl-4,5,6,7-tetrahydrothiazolo[4,5-c]pyridin-2-yl)-[1,1'-biphenyl]-3-yl)oxy)propyl)-2-oxa-7-aza-spiro[4.5]decane